zinc lactate C(C(O)C)(=O)[O-].[Zn+2].C(C(O)C)(=O)[O-]